ClC=1N(C(C=C(C1C(=O)OC)C(=C)C1=CC=CC=C1)=O)C methyl 2-chloro-1-methyl-6-oxo-4-(1-phenylvinyl)-1,6-dihydropyridine-3-carboxylate